COC(=O)C=1C(=C2C(ONO2)=C(C1)OC)C1=C(C=C(C=2ONOC21)OC)CN2CCOCC2 7,7'-dimethoxy-5'-(morpholinomethyl)-[4,4'-bibenzo[d][1,3]dioxazole]-5-carboxylic acid methyl ester